N-(4-chloro-3-cyano-1H-indol-7-yl)pyrazole-4-sulfonamide ClC1=C2C(=CNC2=C(C=C1)NS(=O)(=O)C=1C=NNC1)C#N